C(C)C=1C=C(C(=NC1)C=1NC(C(N1)(C(C)C)C)=O)C(=O)O 5-ethyl-2-(4-methyl-5-keto-4-prop-2-yl-1H-imidazol-2-yl)pyridine-3-carboxylic acid